4-tolyl-methanone C1(=CC=C(C=C1)C=O)C